2-((3R,4R)-3-amino-4-fluoro-1-piperidinyl)-1-((5-cyano-2-pyrazinyl)methyl)-1H-benzimidazole-6-carbonitrile N[C@@H]1CN(CC[C@H]1F)C1=NC2=C(N1CC1=NC=C(N=C1)C#N)C=C(C=C2)C#N